Cl.NC/C(/COC=1C=C2CCN(C(C2=CC1)=O)CCS(=O)(=O)C)=C\F 6-[(E)-2-(aminomethyl)-3-fluoro-allyloxy]-2-(2-methyl-sulfonyl-ethyl)-3,4-dihydroisoquinoline-1-one hydrochloride